COC1=NC(=NN2C1=C(C=C2)C=2C=C1N=CC=NC1=CC2)NC2CC1(C2)CCOCC1 4-Methoxy-5-(quinoxalin-6-yl)-N-(7-oxaspiro[3.5]nonan-2-yl)pyrrolo[2,1-f][1,2,4]triazin-2-amine